O1[C@@H](COCC1)COC1=NN=C(S1)NC(=O)C=1C=NC(=CC1C1=C(C(=NC=C1OC)Cl)F)C N-(5-(((S)-1,4-dioxan-2-yl)methoxy)-1,3,4-thiadiazol-2-yl)-2'-chloro-3'-fluoro-5'-methoxy-6-methyl-(4,4'-bipyridine)-3-carboxamide